(RS)-1-((1S,5R,9R)-5-(3-Methoxyphenyl)-2-phenethyl-2-azabicyclo[3.3.1]nonan-9-yl)ethan-1-ol COC=1C=C(C=CC1)[C@@]12CCN([C@@H](CCC1)[C@@H]2[C@@H](C)O)CCC2=CC=CC=C2 |&1:17|